[(2R,3S,4R,5R)-5-{4-aminopyrrolo[2,1-f][1,2,4]triazin-7-yl}-5-cyano-3,4-dihydroxyoxolan-2-yl]methyl propanoate C(CC)(=O)OC[C@H]1O[C@@]([C@@H]([C@@H]1O)O)(C#N)C1=CC=C2C(=NC=NN21)N